BrCCC1(C(N(CC1)CC1=CC=C(C=C1)OC)=O)C=1OC(=NN1)C1=NC=CC=C1Br 3-(2-bromoethyl)-3-(5-(3-bromopyridin-2-yl)-1,3,4-oxadiazol-2-yl)-1-(4-methoxybenzyl)pyrrolidin-2-one